C12CN(CC2NC1)C(=O)[C@@H]1C[C@@H](CN1)SC1=C(N2C(CC2C1C)=O)C(=O)O 3-((3S,5S)-5-(3,6-diazabicyclo[3.2.0]heptane-3-carbonyl)pyrrolidin-3-ylthio)-4-methyl-7-oxo-1-azabicyclo[3.2.0]hept-2-ene-2-carboxylic acid